FC=1C(=NC(=NC1)NC=1C=C2C=NNC2=CC1)NC1CCN(CC1)S(=O)(=O)C 5-Fluoro-N2-(1H-indazol-5-yl)-N4-(1-(methylsulfonyl)piperidin-4-yl)pyrimidine-2,4-diamine